methyl (2S)-2-[[(tert-butoxy)carbonyl]amino]-3-[6-(oxan-4-yl)pyridin-3-yl]propanoate C(C)(C)(C)OC(=O)N[C@H](C(=O)OC)CC=1C=NC(=CC1)C1CCOCC1